2-(3-(Dimethylamino)propoxy)-4-(4-fluorophenyl)-6-(3-methylpyridin-2-yl)pyridine-3-carbonitrile CN(CCCOC1=NC(=CC(=C1C#N)C1=CC=C(C=C1)F)C1=NC=CC=C1C)C